N-(1-(2-Methoxyquinolin-4-yl)cyclopropyl)-2-methyl-5-((1-methylazetidin-2-yl)methoxy)benzamide COC1=NC2=CC=CC=C2C(=C1)C1(CC1)NC(C1=C(C=CC(=C1)OCC1N(CC1)C)C)=O